7-[(8aS)-3,4,6,7,8,8a-hexahydro-1H-pyrrolo[1,2-a]pyrazin-2-yl]-N-(7-fluoro-2-methyl-indazol-5-yl)-2-methoxy-1,3-benzothiazole-4-carboxamide C1[C@H]2N(CCN1C=1C=CC(=C3N=C(SC31)OC)C(=O)NC3=CC1=CN(N=C1C(=C3)F)C)CCC2